3-(4-(dimethylamino)phenyl)-N,N-dimethylisoquinolin-1-amine CN(C1=CC=C(C=C1)C=1N=C(C2=CC=CC=C2C1)N(C)C)C